OC[C@H]1O[C@@H](C[C@@H]1O)OC (2R,3S,5S)-2-(hydroxymethyl)-5-methoxytetrahydrofuran-3-ol